5-((1S,2R)-1-(7-chloro-1,1-dioxido-3,4-dihydro-2H-pyrido[3,2-b][1,4,5]oxathiazepin-2-yl)-2-(6-fluoro-2,3-dimethylphenyl)propyl)-1,3,4-oxadiazol-2(3H)-one ClC1=CC=2OCCN(S(C2N=C1)(=O)=O)[C@@H]([C@H](C)C1=C(C(=CC=C1F)C)C)C1=NNC(O1)=O